CC1=CC=C(CN2N=C3N([C@@H](CCC3)C(=O)N3[C@@H](CCC3)C#N)C2=O)C=C1 (2S)-1-{[(5S)-2-(4-Methylbenzyl)-3-oxo-2,3,5,6,7,8-hexahydro[1,2,4]triazolo[4,3-a]pyridin-5-yl]carbonyl}pyrrolidine-2-carbonitrile